BrC1=CC2=C(N=C(N=C2)C=2C(=NC=NC2OC)C2CC2)N(C1=O)CC1=CC=C(C=C1)C=1N(C=C(N1)C(F)(F)F)C1CC1 6-bromo-8-({4-[1-cyclopropyl-4-(trifluoromethyl)imidazol-2-yl]phenyl}methyl)-2-(4-cyclopropyl-6-methoxypyrimidin-5-yl)pyrido[2,3-d]pyrimidin-7-one